1-(2-chlorophenyl)-4-((2-methylpyridin-4-yl)amino)-7-(trifluoromethyl)-pyrido[2,3-d]pyrimidin-2(1H)-one ClC1=C(C=CC=C1)N1C(N=C(C2=C1N=C(C=C2)C(F)(F)F)NC2=CC(=NC=C2)C)=O